The molecule is an unsaturated fatty acyl-CoA that results from the formal condensation of the thiol group of coenzyme A with the carboxy group of (2E,15Z,18Z,21Z,24Z,27Z)-triacontahexaenoic acid. It is an unsaturated fatty acyl-CoA and an ultra-long-chain fatty acyl-CoA. It is a conjugate acid of a (2E,15Z,18Z,21Z,24Z,27Z)-triacontahexaenoyl-CoA(4-). CC/C=C\\C/C=C\\C/C=C\\C/C=C\\C/C=C\\CCCCCCCCCCC/C=C/C(=O)SCCNC(=O)CCNC(=O)[C@@H](C(C)(C)COP(=O)(O)OP(=O)(O)OC[C@@H]1[C@H]([C@H]([C@@H](O1)N2C=NC3=C(N=CN=C32)N)O)OP(=O)(O)O)O